CC1=C(OC2=C(C=C(C=C2C1=O)C)C(C)NC=1C(=NC=CC1)C=1C=CC(=C(C=O)C1)O)N1CCCCC1 5-(3-((1-(3,6-dimethyl-4-oxo-2-(piperidin-1-yl)-4H-chromen-8-yl)ethyl)amino)pyridin-2-yl)-2-hydroxybenzaldehyde